C(C)(C)(C)OC([C@H](CCC(=O)OC(C)(C)C)NC(=O)N1C=NC=C1)=O (S)-2-[(imidazole-1-carbonyl)amino]pentanedioic acid di-tert-butyl ester